5-((S) or (R)-cyclopropyl(methylamino)methyl)-N'-((2,4,5,6-tetrahydro-1H-cyclobuta[f]inden-3-yl)carbamoyl)thiophene-2-sulfonimidamide C1(CC1)[C@@H](C1=CC=C(S1)S(=O)(N)=NC(NC1=C2C(=CC=3CCCC13)CC2)=O)NC |o1:3|